bis-(4-hydroxyphenyl)-1-(1-naphthyl)-ethane OC1=CC=C(C=C1)C(C)(C1=CC=CC2=CC=CC=C12)C1=CC=C(C=C1)O